Cl.FC1=C(C(=CC2=CN(N=C12)C)N)C 7-fluoro-2,6-dimethyl-2H-indazol-5-amine hydrochloride